FC1(CC2(CN(C2)C(=O)OC(C)(C)C)C1)F tert-butyl 6,6-difluoro-2-azaspiro[3.3]heptane-2-carboxylate